FC1=CC=C(C=C1)C=1C=C(C(=NC1)[C@H]1CN(CC1)C(C=C)=O)C1=NN(C=C1)C |o1:13| (R)- or (S)-1-(3-(5-(4-fluorophenyl)-3-(1-methyl-1H-pyrazol-3-yl)pyridin-2-yl)pyrrolidin-1-yl)prop-2-en-1-one